4-[4-[[3-[4-(difluoromethoxy)phenyl]imidazo[1,2-a]pyrazin-8-yl]amino]-2-methylbenzoyl]-N-(4-piperidyl)piperazine-1-carboxamide hydrochloride Cl.FC(OC1=CC=C(C=C1)C1=CN=C2N1C=CN=C2NC2=CC(=C(C(=O)N1CCN(CC1)C(=O)NC1CCNCC1)C=C2)C)F